NC=1C(=NC(=CN1)C1=CC=C(C=C1)C(F)(F)F)C(=O)NC1=CC=C(C=C1)S(=O)(=O)CP(OCC)(OCC)=O diethyl (4-(3-amino-6-(4-(trifluoromethyl)phenyl)pyrazine-2-carboxamido)phenylsulfonyl)methylphosphonate